OC(CC(=O)[O-])(C)C β-hydroxyisovalerate